N-propyl-N'-dodecyl-urea C(CC)NC(=O)NCCCCCCCCCCCC